ClC=1C=C(C2=C([C@@H](CO2)O)C1)S(=O)(=O)NC1=C(C(=C(C=C1)F)C=1C=C2C=NC(=NC2=C(C1)F)NC1CCN(CC1)CC)F (3S)-5-chloro-N-(3-{2-[(1-ethylpiperidin-4-yl)amino]-8-fluoroquinazolin-6-yl}-2,4-difluorophenyl)-3-hydroxy-2,3-dihydro-1-benzofuran-7-sulfonamide